C(C)N1C=[N+](C=C1)C 1-Ethyl-3-methyl-1H-imidazolium